C(=O)(OC(C)(C)C)N1CC=2C(=NC(=CC2C1=O)Cl)C1=CC=C(C=C1)OC1=CC=CC=C1 N-Boc-6-chloro-4-(4-phenoxyphenyl)-1,3-dihydro-2H-pyrrolo[3,4-c]pyridin-1-one